(S)-N-(5-methyl-4-oxo-8-(3-oxa-9-azaspiro[5.5]undecan-9-yl)-2,3,4,5-tetrahydrobenzo[b][1,4]oxazepin-3-yl)-4-phenoxypicolinamide CN1C2=C(OC[C@@H](C1=O)NC(C1=NC=CC(=C1)OC1=CC=CC=C1)=O)C=C(C=C2)N2CCC1(CCOCC1)CC2